FC1(CC1)C1=CC=C(C=C1)B1OC(C(O1)(C)C)(C)C 2-(4-(1-fluorocyclopropyl)phenyl)-4,4,5,5-tetramethyl-1,3,2-dioxaborolane